[Na+].FC(C1=CC(=NC=C1)NS([O-])(=O)=O)(F)F 4-(trifluoromethyl)-2-pyridylsulfamic acid sodium salt